FC1C([C@H](O[C@H]1N1C2=NC=NC(=C2N=C1)NC(C)C)CO)O (2R,5R)-4-fluoro-2-(hydroxymethyl)-5-[6-(isopropylamino)purin-9-yl]tetrahydrofuran-3-ol